1-(3-hydroxynaphthalene-2-yl)ethane-1-one Di(trimethylsilylpropyl)maleate C[Si](C)(C)CCC/C(=C(/C(=O)O)\CCC[Si](C)(C)C)/C(=O)O.OC=1C(=CC2=CC=CC=C2C1)C(C)=O